6-phenyl-2-((pyridin-3-ylmethyl)amino)-6,7-dihydro-5H-pyrrolo[3,4-b]pyridin-5-one C1(=CC=CC=C1)N1CC2=NC(=CC=C2C1=O)NCC=1C=NC=CC1